C1[C@@H]([C@H](O[C@H]1N2C=CC(=NC2=O)N)CO)O The molecule is a pyrimidine 2'-deoxyribonucleoside having cytosine as the nucleobase. It has a role as a human metabolite, a Saccharomyces cerevisiae metabolite, an Escherichia coli metabolite and a mouse metabolite. It derives from a cytosine.